CC1(CN(CCN1C(=O)C1=NC=NC=C1)C(=O)OC(C)(C)C)C tert-butyl 3,3-dimethyl-4-(pyrimidine-4-carbonyl)piperazine-1-carboxylate